2-(2,5-difluoro-4-(6-((6-(1-methyl-1H-pyrazol-4-yl)pyridin-3-yl)methoxy)pyridin-2-yl)benzyl)-1-(2-methoxyethyl)-1H-benzo[d]imidazole-6-carboxylic acid FC1=C(CC2=NC3=C(N2CCOC)C=C(C=C3)C(=O)O)C=C(C(=C1)C1=NC(=CC=C1)OCC=1C=NC(=CC1)C=1C=NN(C1)C)F